tert-butyl 5-((2-(2,6-dioxopiperidin-3-yl)-1-oxoisoindolin-5-yl)amino)pentanoate O=C1NC(CCC1N1C(C2=CC=C(C=C2C1)NCCCCC(=O)OC(C)(C)C)=O)=O